NC1=C(C=CC=C1)N(C(OC(C)(C)C)=O)C tert-butyl (2-aminophenyl)(methyl)carbamate